S1=SS=SC1=C tetrathiafulvene